3-[[6-(2-trimethylsilylethynyl)-2-naphthyl]oxy]propan-1-ol C[Si](C#CC=1C=C2C=CC(=CC2=CC1)OCCCO)(C)C